(2S,6R)-7-chloro-9-(trifluoromethyl)-3,4,5,6-tetrahydro-2H-2,6-methanobenzo[b][1,5]oxazocine hydrochloride Cl.ClC1=CC(=CC=2O[C@H]3CCN[C@@H](C21)C3)C(F)(F)F